N,N-bis(pentafluoroethyl)ethylamine FC(C(F)(F)F)(N(C(C(F)(F)F)(F)F)CC)F